COC1=CC=C(CN(S(=O)(=O)[C@@H](CC)[C@H](CC=C)C)CC2=CC=C(C=C2)OC)C=C1 (3S,4S)-N,N-BIS(4-METHOXYBENZYL)-4-METHYLHEPT-6-ENE-3-SULFONAMIDE